ClC1=CC=C(C=N1)OC1CCC(CC1)NC(C(CCCOC1=CC=C(C=C1)Cl)(C)C)=O N-(4-((6-chloropyridin-3-yl)oxy)cyclohexyl)-5-(4-chlorophenoxy)-2,2-dimethylpentanamide